Cl.N[C@@H](C)C(=O)OCC(C)(C)OCC1=CC=CC=C1 2-(Benzyloxy)-2-methylpropyl L-alaninate HCl salt